1-(1,8-dihydroxynaphthalen-2-yl)ethanone OC1=C(C=CC2=CC=CC(=C12)O)C(C)=O